C(#N)[BH3-].[Co+2].C(#N)[BH3-] cobalt cyanoborohydride